2-[(2,6-Di-morpholin-4-yl-pyrido[3,4-d]pyrimidin-4-yl)-methyl-amino]-ethanol N1(CCOCC1)C=1N=C(C2=C(N1)C=NC(=C2)N2CCOCC2)N(CCO)C